C(C)(C)(C)OC(=O)N[C@@H](C)C(=O)OC1CCC1 cyclobutyl (tert-butoxycarbonyl)-L-alaninate